5,5'-dinitro-3,3'-azo-1,2,4-triazole [N+](=O)([O-])C1=NC(=NN1)N=NC1=NNC(=N1)[N+](=O)[O-]